CN1CC(C1)(C)[C@@](C=1C=C(C=NC1)C#C[C@@](C)(O)C1=NC(=NC=C1)C(F)(F)F)(C1=CC=C(C=C1)C(C)C)O (R)-4-{5-[(R)-(1,3-dimethyl-azetidin-3-yl)-hydroxy-(4-isopropyl-phenyl)-methyl]-pyridin-3-yl}-2-(2-trifluoromethyl-pyrimidin-4-yl)-but-3-yn-2-ol